(1r,3r)-N-((8-(1-((tert-butyldimethylsilyl)oxy)ethyl)-6-fluoroisoquinolin-5-yl)methyl)-3-(4-fluoro-3-(trifluoromethyl)phenoxy)cyclobutan-1-amine [Si](C)(C)(C(C)(C)C)O[C@H](C)C=1C=C(C(=C2C=CN=CC12)CNC1CC(C1)OC1=CC(=C(C=C1)F)C(F)(F)F)F